(E)-6-(3,7-dimethylocta-2,6-dien-1-yl)-5-hydroxy-7-(methoxymethoxy)-2-phenyl-4H-chromen-4-one C\C(=C/CC=1C(=C2C(C=C(OC2=CC1OCOC)C1=CC=CC=C1)=O)O)\CCC=C(C)C